O1COC2=C1C=CC(=C2)CC(=O)NC2=C(C=C(C=C2)C2=NC=NC1=CC(=C(C=C21)OC)OCCCN2CCN(CC2)C)F 2-(benzo[d][1,3]dioxol-5-yl)-N-(2-fluoro-4-(6-methoxy-7-(3-(4-methylpiperazin-1-yl)propoxy)quinazolin-4-yl)phenyl)acetamide